3-(1-octanoyl-5-chloroindolin-3-yl)propionitrile C(CCCCCCC)(=O)N1CC(C2=CC(=CC=C12)Cl)CCC#N